1,3,5-tris(N-phenylbenzimidazol-2-yl)benzene Sodium (2S,5R)-2-fluoro-7-oxo-1,6-diazabicyclo[3.2.1]octan-6-yl-sulfate F[C@@H]1N2C(N([C@H](CC1)C2)OS(=O)(=O)[O-])=O.[Na+].C2(=CC=CC=C2)N2C(=NC1=C2C=CC=C1)C1=CC(=CC(=C1)C1=NC2=C(N1C1=CC=CC=C1)C=CC=C2)C2=NC1=C(N2C2=CC=CC=C2)C=CC=C1